(R)-4-(cyclopentylmethyl)-6,6a,7,8,9,10-hexahydro-5H-pyrazino[1,2-a][1,8]naphthyridine C1(CCCC1)CC=1C=2CC[C@H]3N(C2N=CC1)CCNC3